1-(3-(5-(trifluoromethyl)pyridin-2-yl)piperazin-1-yl)ethan-1-one hydrochloride Cl.FC(C=1C=CC(=NC1)C1CN(CCN1)C(C)=O)(F)F